calcium naphthalate C1(=CC=CC2=CC=CC=C12)C(=O)[O-].[Ca+2].C1(=CC=CC2=CC=CC=C12)C(=O)[O-]